N[C@@H]([C@H](C(=O)O)C)C (2R,3R)-3-AMINO-2-METHYL-BUTANOIC ACID